FC1=C(C=C(C=C1)NC(OCC=1C=C2C(N(CC2=CC1)C1C(NC(CC1)=O)=O)=O)=O)OC(F)(F)F [2-(2,6-dioxopiperidin-3-yl)-3-oxo-2,3-dihydro-1H-isoindol-5-yl]methyl N-[4-fluoro-3-(trifluoromethoxy)phenyl]carbamate